Diethoxyphosphoryl-carbamic acid C(C)OP(=O)(OCC)NC(O)=O